BrC1=C(SC=C1C)CC(CO)N(C(OC(C)(C)C)=O)CC1=C(C=C(C=C1)OC)OC tert-butyl N-[1-[(3-bromo-4-methyl-2-thienyl)methyl]-2-hydroxy-ethyl]-N-[(2,4-dimethoxyphenyl)methyl]carbamate